8-((4-(5-(cyclopropyl-methyl)-1-methyl-1H-pyrazol-4-yl)pyrimidin-2-yl)amino)-1,3-diazaspiro[4.5]decane-2,4-dione C1(CC1)CC1=C(C=NN1C)C1=NC(=NC=C1)NC1CCC2(C(NC(N2)=O)=O)CC1